C(CCCCCCC)N1C(N(C2=C1C=CC=C2)CCCCCCCC)=O 1,3-dioctyl-1,3-dihydro-2H-benzo[d]imidazol-2-one